C(C1=CC=CC=C1)N1N=CC=C1C(=O)N[C@@H](C)C1=NC(=NO1)C1=CC(=NC=C1)C1CC1 (S)-1-benzyl-N-(1-(3-(2-cyclopropylpyridin-4-yl)-1,2,4-oxadiazol-5-yl)ethyl)-1H-pyrazole-5-carboxamide